FC1=C(C=C(OCCCCCCOCCOCCOCCCCCC(=O)O)C=C1)[C@H](C)NC(C1=CC(=CC=C1)NCC1=NN=C(N1C)C1=NC=NC=C1)=O (S)-6-(2-(2-((6-(4-fluoro-3-(1-(3-(((4-methyl-5-(pyrimidin-4-yl)-4H-1,2,4-triazol-3-yl)methyl)amino)benzamido)ethyl)phenoxy)hexyl)oxy)ethoxy)ethoxy)hexanoic acid